bromo-2-(3-fluorophenyl)-4-isopropylphthalazin-1(2H)-one BrC1=C2C(=NN(C(C2=CC=C1)=O)C1=CC(=CC=C1)F)C(C)C